COC1=C(C=CC(=C1)/C=C/CO)O The molecule is a phenylpropanoid that is one of the main monolignols, produced by the reduction of the carboxy functional group in cinnamic acid and the addition of a hydroxy and a methoxy substituent to the aromatic ring. It has a role as a monolignol, a mouse metabolite and a volatile oil component. It is a phenylpropanoid and a member of guaiacols. It derives from an (E)-cinnamyl alcohol.